C(C)(=O)N1CC2=CC=CC(=C2CC1)C1=CC(=NC2=CC=C(C=C12)C(=O)N1CCOCC1)C=O 4-(2-acetyl-1,2,3,4-tetrahydroisoquinolin-5-yl)-6-(morpholine-4-carbonyl)quinoline-2-carbaldehyde